2-Cyclopentanyl-ethylenediamine C1(CCCC1)C(CN)N